NC(=O)NC1=NC(=CC(=N1)OC)OC 2-aminocarbonylamino-4,6-dimethoxypyrimidine